vanadium(IV) stearate C(CCCCCCCCCCCCCCCCC)(=O)[O-].[V+4].C(CCCCCCCCCCCCCCCCC)(=O)[O-].C(CCCCCCCCCCCCCCCCC)(=O)[O-].C(CCCCCCCCCCCCCCCCC)(=O)[O-]